BrC1=CC(=C2C(=N1)N(C=C2)C(=O)C2=CC=CC=C2)Cl (6-bromo-4-chloro-1H-pyrrolo[2,3-b]pyridin-1-yl)(phenyl)methanone